N-tert-butyl-4-[[2-(2-fluoro-5-hydroxy-phenyl)acetyl]amino]pyridine-2-carboxamide C(C)(C)(C)NC(=O)C1=NC=CC(=C1)NC(CC1=C(C=CC(=C1)O)F)=O